4-(2-methoxyphenyl)-6-methyl-N-(6-(pyrrolidine-1-carbonyl)imidazo[2,1-b][1,3,4]thiadiazol-2-yl)nicotinamide COC1=C(C=CC=C1)C1=CC(=NC=C1C(=O)NC1=NN2C(S1)=NC(=C2)C(=O)N2CCCC2)C